5-(((1R,2S)-2-aminocyclohexyl)(methyl)amino)-2-(2,6-dioxopiperidin-3-yl)isoindoline-1,3-dione N[C@@H]1[C@@H](CCCC1)N(C=1C=C2C(N(C(C2=CC1)=O)C1C(NC(CC1)=O)=O)=O)C